(2S,3S)-3-carbamimidamido-2-methylbutanoic acid N(C(=N)N)[C@H]([C@@H](C(=O)O)C)C